CO[C@H](C(=O)NC=1SC(=NN1)N[C@H]1CN(CC1)C=1N=NC=CC1)C1=CC(=CC=C1)C1COC1 (2S)-2-Methoxy-2-[3-(oxetan-3-yl)phenyl]-N-[5-[[(3R)-1-pyridazin-3-ylpyrrolidin-3-yl]amino]-1,3,4-thiadiazol-2-yl]acetamid